CO[Si](C(CCCCCNC1=NC(=NC(=N1)S)S)CCCC)(OC)OC 6-trimethoxysilyldecylamino-1,3,5-triazine-2,4-dithiol